(3R)-N-[2-(1-benzylpiperidin-4-yl)ethyl]-3-methyl-4-[4-(trifluoromethoxy)phenyl]piperazine-1-carboxamide C(C1=CC=CC=C1)N1CCC(CC1)CCNC(=O)N1C[C@H](N(CC1)C1=CC=C(C=C1)OC(F)(F)F)C